3,7-diethyloct-6-en-1-ol C(C)C(CCO)CCC=C(C)CC